2-(5-(1H-benzo[d]pyridine-2-yl)-6-oxo-2-phenylpyrimidin-1(6H)-yl)acetic acid C1C2=C(C=CN1C1=CN=C(N(C1=O)CC(=O)O)C1=CC=CC=C1)C=CC=C2